C(CCCCCCCCC)[N+](C)(C)C Decyl-trimethylammonium